C(=O)(OC(C)(C)C)NC1(CC1)C(=O)O 1-(N-Boc-amino)cyclopropanecarboxylic acid